(R)-5-(((tert-butyldimethylsilyl)oxy)methyl)-3-(5-fluoro-2-(1-(2-fluorobenzyl)-5-(isoxazol-3-yl)-1H-pyrazol-3-yl)pyrimidin-4-yl)oxazolidin-2-one [Si](C)(C)(C(C)(C)C)OC[C@H]1CN(C(O1)=O)C1=NC(=NC=C1F)C1=NN(C(=C1)C1=NOC=C1)CC1=C(C=CC=C1)F